COC(CC1=CC(=C(C=C1)Br)CBr)=O 2-[4-bromo-3-(bromomethyl)phenyl]acetic acid methyl ester